26-(4-Nitrophenoxy)-3,6,9,12,15,18,21,24-octaoxahexacosan-1-aminium chloride [Cl-].[N+](=O)([O-])C1=CC=C(OCCOCCOCCOCCOCCOCCOCCOCCOCC[NH3+])C=C1